tert-butyl (R)-3-(2,3-dichloro-6-fluorophenyl)-3-((8-fluoro-3-isopropyl-4-oxo-3,4-dihydroquinazolin-6-yl)amino)pyrrolidine-1-carboxylate ClC1=C(C(=CC=C1Cl)F)[C@]1(CN(CC1)C(=O)OC(C)(C)C)NC=1C=C2C(N(C=NC2=C(C1)F)C(C)C)=O